CC1(CC2=C(NC3=CC=CC=C23)CN1)C 3,3-dimethyl-2,3,4,9-tetrahydro-1H-pyrido[3,4-b]indole